2-fluoro-4-(5-methyl-1,3,4-thiadiazol-2-yl)benzoyl chloride FC1=C(C(=O)Cl)C=CC(=C1)C=1SC(=NN1)C